BrCCC1=CC=C(C=C1)O 4-bromoethylphenol